N-(2-methoxybenzyl)-2-(3-(4-methoxyphenyl)-6-oxopyridazin-1(6H)-yl)acetamide COC1=C(CNC(CN2N=C(C=CC2=O)C2=CC=C(C=C2)OC)=O)C=CC=C1